ethyl 3-(4-fluoro-2-nitrophenyl)-4,5-dimethyl-5-(trifluoromethyl)-4,5-dihydrofuran-2-carboxylate FC1=CC(=C(C=C1)C1=C(OC(C1C)(C(F)(F)F)C)C(=O)OCC)[N+](=O)[O-]